O=C1C[C@H]2[C@@H](N1)[C@@H](CC2)OC2=NC=CC1=CC(=C(C=C21)OC(C)C)C(=O)N 1-{[(3aS,6R,6aR)-2-oxooctahydrocyclopenta[b]pyrrol-6-yl]oxy}-7-(propan-2-yloxy)isoquinoline-6-carboxamide